acryloyloxytridecylfluorodimethylsilane C(C=C)(=O)OCCCCCCCCCCCCC[Si](C)(C)F